FC1=C(C(=CC=C1)F)C1=C(N=NC(=C1C1=CC=CC=C1)C)C#N 4-(2,6-difluorophenyl)-6-methyl-5-phenyl-pyridazine-3-carbonitrile